C1(CC1)C1=C(C(=NO1)C1=C(C=CC=C1Cl)Cl)CO[C@@H]1[C@H]2CN([C@@H](C1)C2)C=2SC1=C(N2)C(=CC(=C1)C(=O)OC)F methyl 2-((1r,4r,5s)-5-((5-cyclopropyl-3-(2,6-dichlorophenyl) isoxazol-4-yl) methoxy)-2-azabicyclo[2.2.1]heptan-2-yl)-4-fluorobenzo[d]thiazole-6-carboxylate